N-(4-(methylsulfonyl)phenyl)-1H-pyrazolo[3,4-d]pyrimidin-6-amine CS(=O)(=O)C1=CC=C(C=C1)NC1=NC=C2C(=N1)NN=C2